1-bromo-4-chloro-2-fluoro-benzene BrC1=C(C=C(C=C1)Cl)F